OCC1=C(C=CC=C1)C=1C=C(C=NC1OC1=CC=C(C=C1)C(F)(F)F)C(=O)N[C@@H](CO)C 5-[2-(hydroxymethyl)phenyl]-N-[(2R)-1-hydroxypropan-2-yl]-6-[4-(trifluoromethyl)phenoxy]pyridine-3-carboxamide